(((tert-butoxycarbonyl)amino)methyl)trifluoroborate potassium(I) [K+].C(C)(C)(C)OC(=O)NC[B-](F)(F)F